N-[2-Fluoro-4-[2-[[(3S,5S)-5-fluoro-3-piperidyl]amino]-8-(2-methoxyethyl)-7-oxo-pyrido[2,3-d]pyrimidin-6-yl]phenyl]-1-(2-fluorophenyl)methanesulfonamide hydrochloride Cl.FC1=C(C=CC(=C1)C1=CC2=C(N=C(N=C2)N[C@@H]2CNC[C@H](C2)F)N(C1=O)CCOC)NS(=O)(=O)CC1=C(C=CC=C1)F